S1C=NC=C1C=1C=C2C=C(N=CC2=CC1)NC1(CCC1)C(=O)O ((6-(thiazol-5-yl)isoquinolin-3-yl)amino)cyclobutane-1-carboxylic acid